CCCCCCCCCC=CCCC 10-tetradecene